FC=1C=C(C=CC1F)CN (3,4-difluorophenyl)methanamine